2-(6-chloropyridazin-3-yl)-2-(2,6-dichlorophenyl)acetonitrile ClC1=CC=C(N=N1)C(C#N)C1=C(C=CC=C1Cl)Cl